CC1=NC(=NC(=C1)C)C=O 4,6-DIMETHYL-2-PYRIMIDINECARBOXALDEHYDE